4-[5-(4,5-dimethyl-1,2,4-triazol-3-yl)benzimidazol-1-yl]-2,6-dimethoxy-N-(2,2,2-trifluoroethyl)benzamide CN1C(=NN=C1C)C1=CC2=C(N(C=N2)C2=CC(=C(C(=O)NCC(F)(F)F)C(=C2)OC)OC)C=C1